FC1=CC=C(C=C1)CCC=O 3-(4-fluorophenyl)propanal